C1(=CC=CC=C1)C1=C(C2=C(OC3=C2C=CC=C3)C=C1)C1=NC=C(C(=C1C1=NN=NC=C1)C1=NC=CC=C1C1=CC=CC=C1)C1=CC=CC=C1 (phenyl)[(phenyl)(phenylpyridyl)triazinylpyridyl]dibenzofuran